3-[4-[2-(Dimethylamino)ethylcarbamoyl]phenyl]-1-sulfamoyl-pyrrole-2-carboxylic acid CN(CCNC(=O)C1=CC=C(C=C1)C1=C(N(C=C1)S(N)(=O)=O)C(=O)O)C